N-(6-(difluoromethyl)pyridin-2-yl)-6-isopropoxy-2-(tetrahydro-2H-pyran-4-yl)-2H-indazole-5-carboxamide FC(C1=CC=CC(=N1)NC(=O)C1=CC2=CN(N=C2C=C1OC(C)C)C1CCOCC1)F